N-(4-(7-methoxy-1,9-dimethyl-9H-pyrido[3,4-b]indol-6-yl)phenyl)thiazole-4-formamide COC1=C(C=C2C3=C(N(C2=C1)C)C(=NC=C3)C)C3=CC=C(C=C3)NC(=O)C=3N=CSC3